3-tert-butyldimethylsilyloxy-2-diazo-but-3-enoic acid ethyl ester C(C)OC(C(C(=C)O[Si](C)(C)C(C)(C)C)=[N+]=[N-])=O